C(#N)C1=NC(=NC(=C1)NC1=CC=CC=C1)N1N=CC(=C1N)C(=O)O 1-[4-cyano-6-(phenylamino)pyrimidin-2-yl]-5-amino-1H-pyrazole-4-carboxylic acid